(S)-N-(1-(2-phenylbutyryl)piperidin-4-yl)-4-(trifluoromethoxy)benzenesulfonamide C1(=CC=CC=C1)[C@@H](C(=O)N1CCC(CC1)NS(=O)(=O)C1=CC=C(C=C1)OC(F)(F)F)CC